OC1=C(C=CC(=C1)C(F)(F)F)C1=C2C(=C(N=N1)N[C@H]1CC(N(C1)C(C)C)=O)C=NC=C2 (S)-4-((1-(2-hydroxy-4-(trifluoromethyl)phenyl)pyrido[3,4-d]pyridazin-4-yl)amino)-1-isopropylpyrrolidin-2-one